ClC=1C=C(C=2CC[C@H](C2C1)O)S(=O)(=O)NC1=C(C(=C(C=C1)F)C=1C=C2C=NC(=NC2=C(C1)F)NC1CCN(CC1)C)F (1R)-6-chloro-N-(2,4-difluoro-3-{8-fluoro-2-[(1-methylpiperidin-4-yl)amino]quinazolin-6-yl}phenyl)-1-hydroxy-2,3-dihydro-1H-indene-4-sulfonamide